ClC=1SC(=CN1)CN1C(C[N+]2=C1C(=CC=C2)[N+](=O)[O-])C 1-((2-chlorothiazol-5-yl)methyl)-2-methyl-8-nitro-2,3-dihydro-1H-imidazo[1,2-a]pyridin-4-ium